N-(1-methyl-3-(1',2',2'-trimethyl-1',2',4,5-tetrahydro-2H-spiro[furan-3,4'-pyrido[3,2-d][1,3]oxazin]-6'-yl)-1H-pyrido[2,3-c]pyridin-5-yl)acetamide CN1CC(=CC=2C1=CN=CC2NC(C)=O)C=2C=CC=1N(C(OC3(C1N2)COCC3)(C)C)C